CC1=CC=C(C=N1)NC(O[C@@H](COC1=C(C=C2C(=N1)SC(=N2)C2=C1N=CC(=NC1=CC(=C2)C)OC)F)C)=O (R)-1-((6-fluoro-2-(2-methoxy-7-methylquinoxalin-5-yl)thiazolo[5,4-b]pyridin-5-yl)oxy)propan-2-yl (6-methylpyridin-3-yl)carbamate